L-methionyl-L-α-glutamyl-L-histidyl-L-phenylalanyl-L-prolylglycyl-L-proline N[C@@H](CCSC)C(=O)N[C@@H](CCC(O)=O)C(=O)N[C@@H](CC1=CNC=N1)C(=O)N[C@@H](CC1=CC=CC=C1)C(=O)N1[C@@H](CCC1)C(=O)NCC(=O)N1[C@@H](CCC1)C(=O)O